CC(CCCCCCC(=O)O)(C(CCCCCCC(=O)O)(C(=O)C)C)C(=O)C 8,9-dimethyl-8,9-dimethyl-carbonyl-hexadecanedioic acid